[C@H]12CN(CC(CC1)N2)C=2C1=C(N=C(N2)OCC2(CC2)CN2CCOCC2)C(=C(N=C1)C1=CC(=CC2=CC=C(C(=C12)CC)F)O)F (R)-4-((1-(((4-(3,8-diazabicyclo[3.2.1]Octan-3-yl)-7-(8-ethyl-7-Fluoro-3-hydroxynaphthalen-1-yl)-8-fluoropyrido[4,3-d]pyrimidin-2-yl)oxy)methyl)cyclopropyl)methyl)morpholine